CC=1C=C(C=C(C1)C1=C(OC(=C1)[N+](=O)[O-])C(=O)N)C(N)=O (5-methyl-3-carbamoylphenyl)-5-nitrofuran-2-carboxamide